1,7-dibromoheptane BrCCCCCCCBr